boroxoxane B1OOCCC1